4-(4-bromo-6-methyl-2-pyridyl)morpholine BrC1=CC(=NC(=C1)C)N1CCOCC1